CN1C2=C(SCC1)C=CC=C2 4-methyl-3,4-dihydro-2H-benzo[b][1,4]thiazin